CC([C@@H](C)[N+]#[C-])(C)C (R)-3,3-DIMETHYLBUT-2-YLISOCYANIDE